ClC1=NC(=NC(=N1)Cl)N1N=C(C=C1)C 2,4-dichloro-6-(3-methyl-1H-pyrazol-1-yl)-1,3,5-triazine